COC1=C2CNC(C2=CC=C1)=O 4-methoxyisoindolinone